6-[3-(difluoromethoxy)phenyl]-1-[(5-fluoro-3-pyridyl)methyl]-3H-imidazo[4,5-b]pyridin-2-one FC(OC=1C=C(C=CC1)C=1C=C2C(=NC1)NC(N2CC=2C=NC=C(C2)F)=O)F